indium-gallium-silicon oxide [Si]=O.[Ga].[In]